(2S,4r)-1-[(2S)-2-[4-(2-chloro-4-methoxy-phenyl)triazol-1-yl]-3,3-dimethyl-butyryl]-4-hydroxy-N-methyl-pyrrolidine-2-carboxamide ClC1=C(C=CC(=C1)OC)C=1N=NN(C1)[C@H](C(=O)N1[C@@H](C[C@H](C1)O)C(=O)NC)C(C)(C)C